C(#N)CC1(CCC(CC1)N1CC(C1)(C)OC1=CC=C(C=C1)OC(F)F)N1N=C(C(=C1)C(=O)N)NC(=O)C1CC1 1-[1-(cyanomethyl)-4-[3-[4-(difluoromethoxy)phenoxy]-3-methyl-azetidin-1-yl]cyclohexyl]-3-(cyclopropanecarbonylamino)pyrazole-4-carboxamide